6-(4-fluorophenyl)-4-(1-methyl-1H-pyrazol-3-yl)pyridazin-3(2H)-one FC1=CC=C(C=C1)C=1C=C(C(NN1)=O)C1=NN(C=C1)C